C(C)N(C(C)C)CCC1=CNC2=C(C=CC=C12)F N-ethyl-N-(2-(7-fluoro-1H-indol-3-yl)ethyl)propan-2-amine